C(C1=CC=CC=C1)N1C(NC2=NC(=CC=C21)C=2C(=NOC2C)C)=O 1-benzyl-5-(3,5-dimethylisoxazol-4-yl)-1H-imidazo[4,5-b]pyridin-2(3H)-one